COC(=O)C=1C=NN2C1C(=CC=C2)CCOC 4-(2-methoxyethyl)pyrazolo[1,5-a]Pyridine-3-carboxylic acid methyl ester